Di-tert-butyl ((5-(3-(3,4-difluorobenzyl)-2-oxopiperidin-1-yl)-3-(pyridazin-4-yl)-1H-1,2,4-triazol-1-yl)methyl) phosphate P(=O)(OC(C)(C)C)(OC(C)(C)C)OCN1N=C(N=C1N1C(C(CCC1)CC1=CC(=C(C=C1)F)F)=O)C1=CN=NC=C1